FC1=C(C=CC=C1F)C1=CN=C2N1C=CC=C2C2=CC=C(C(=N2)C(=O)NC2=CC=C(C=C2)F)C 6-(3-(2,3-difluorophenyl)imidazo[1,2-a]pyridin-8-yl)-N-(4-fluorophenyl)-3-methylpyridine-2-carboxamide